2-methylbutanedioic acid CC(C(=O)O)CC(=O)O